BrC(C(=O)[C@H]1CC[C@H]2[C@@H]3CC[C@@H]4C[C@](CC[C@@H]4[C@H]3CC[C@]12C)(C)O)C 2-bromo-1-((3R,5R,8R,9R,10S,13S,14S,17S)-3-hydroxy-3,13-dimethylhexadecahydro-1H-cyclopenta[a]phenanthren-17-yl)propan-1-one